C(C)OC(=O)C1CCC2CNCC(C(N12)=O)N 2-oxo-3-amino-1,5-diazabicyclo[5.3.0]decane-10-carboxylic acid ethyl ester